N-[3-chloro-4-[4-(piperidine-4-carbonyl)piperazine-1-carbonyl]phenyl]-5-[1-(4-methoxy-2-pyridyl)-3-(trifluoromethyl)pyrazol-4-yl]-1-methyl-imidazole-2-carboxamide ClC=1C=C(C=CC1C(=O)N1CCN(CC1)C(=O)C1CCNCC1)NC(=O)C=1N(C(=CN1)C=1C(=NN(C1)C1=NC=CC(=C1)OC)C(F)(F)F)C